C(C=C)OC(=O)[C@@H]1N(CCC1)C(CCCC(=O)O)=O 5-((R)-2-((allyloxy)carbonyl)pyrrolidin-1-yl)-5-oxopentanoic acid